methoxy-6-(oxetan-3-yl)pyrazin-2-amine COC=1C(=NC(=CN1)C1COC1)N